(2,4-dihydroxy-5-methylphenyl)(4-nitroisoindolin-2-yl)methanone OC1=C(C=C(C(=C1)O)C)C(=O)N1CC2=CC=CC(=C2C1)[N+](=O)[O-]